N1=NC=C(C=C1)C=1N=CC2=C(N1)SC(=C2)C2(CC(C2)C(F)(F)F)O 1-(2-(4-pyridazinyl)thieno[2,3-d]pyrimidin-6-yl)-3-(trifluoromethyl)cyclobutanol